C1(CC1)[C@@H](C)NC(=O)C1=CC=2N=C(N=C(C2O1)N1CCOCC1)NC1=NN(C(=C1)C1=CC=CC=C1)S(N(C)C)(=O)=O (R)-N-(1-cyclopropylethyl)-2-((1-(N,N-dimethylsulfamoyl)-5-phenyl-1H-pyrazol-3-yl)amino)-4-morpholinofuro[3,2-d]pyrimidine-6-carboxamide